C(C=C)OC(=O)NCCCC[C@@H](C(=O)NC1=CC=C(C=C1)CO)NC(=O)C1(CCC1)C(=O)OCC Ethyl (S)-1-((6-(((allyloxy)carbonyl)amino)-1-((4-(hydroxymethyl)phenyl)amino)-1-oxohexan-2-yl)carbamoyl)cyclobutane-1-carboxylate